4-((2S,5R)-2,5-Diethyl-4-(1-(4-(trifluoromethyl)phenyl)ethyl)piperazin-1-yl)-6-(difluoromethoxy)-1-methylpyrido[3,2-d]pyrimidin-2(1H)-one C(C)[C@@H]1N(C[C@H](N(C1)C(C)C1=CC=C(C=C1)C(F)(F)F)CC)C=1C2=C(N(C(N1)=O)C)C=CC(=N2)OC(F)F